S(O)(O)(=O)=O.ClC=1C(=CC2=C(N(C(O2)=O)CCC(=O)O)C1)O[C@H](C)C1=NC=CC=C1 (R)-3-(5-chloro-2-oxo-6-(1-(pyridin-2-yl)ethoxy)benzo[d]oxazol-3(2H)-yl)propanoic acid compound with sulfuric acid